ClC=1C(=C2C(=NC1OC(F)F)C=1CN(CCC1N2)C(CO)=O)F 1-[3-chloro-2-(difluoromethoxy)-4-fluoro-5,6,7,9-tetrahydro-8H-pyrrolo[3,2-b:4,5-c']dipyridin-8-yl]-2-hydroxyethan-1-one